ClC=1C(=C(C(=CC1)OC)C1=C(C=NC(=C1)C)C(=O)NC1=NN=C(S1)C(=O)[O-])F.[Li+] Lithium 5-[4-(3-chloro-2-fluoro-6-methoxyphenyl)-6-methylpyridine-3-amido]-1,3,4-thiadiazole-2-carboxylate